((6-(2-((3-methyl-4-(4-(4-methylpiperazin-1-yl)piperidin-1-yl)phenyl)amino)-6-cyclopropyl-7H-pyrrolo[2,3-d]pyrimidin-7-yl)pyridin-2-yl)imino)dimethyl-λ6-sulfanone CC=1C=C(C=CC1N1CCC(CC1)N1CCN(CC1)C)NC=1N=CC2=C(N1)N(C(=C2)C2CC2)C2=CC=CC(=N2)N=S(=O)(C)C